C(C)(C)OC=1C=C(C(=O)NC=2C=CC=C3C=CC(=NC23)C)C=CC1 3-isopropoxy-N-(2-methylquinolin-8-yl)benzamide